N-(5-((6-Chloro-3H-spiro[furo[3,2-c]pyridine-2,3'-pyrrolidin]-1'-yl)methyl)-4-fluorothiazol-2-yl)acetamide ClC1=CC2=C(C=N1)CC1(CN(CC1)CC1=C(N=C(S1)NC(C)=O)F)O2